p-(β-hydroxyethyl)-aniline OCCC1=CC=C(N)C=C1